rac-(1S,3S,4R)-methyl 2-benzyl-2-azabicyclo[2.2.1]hept-5-ene-3-carboxylate C(C1=CC=CC=C1)N1[C@@H]2C=C[C@H]([C@H]1C(=O)OC)C2 |r|